C(C1=CC=CC=C1)(=O)C(=O)C(C1=CC=CC=C1)=O dibenzoylKetone